O=C1NC(CCC1N1C(C2=CC=C(C=C2C1)N1CCC(CC1)C=O)=O)=O 1-(2-(2,6-dioxopiperidin-3-yl)-1-oxoisoindolin-5-yl)piperidine-4-carbaldehyde